NC=1C=2N(C3=CC(=C(C=C3N1)Cl)C(=O)N1[C@@H]3[C@H](CCC1)OC1=C3C=CC(=C1)C(F)(F)F)C=NC2 (4-amino-7-chloroimidazo[1,5-a]quinoxalin-8-yl)((4aS,9bS)-7-(trifluoromethyl)-3,4,4a,9b-tetrahydrobenzofuro[3,2-b]pyridin-1(2H)-yl)methanone